tert-butyl (3R)-3-(3-oxobutanoyl)piperidine-1-carboxylate O=C(CC(=O)[C@H]1CN(CCC1)C(=O)OC(C)(C)C)C